C(C)(C)(C)C1=C(C=C(C=C1)NC1=CC=C(CN(C(C(C)(C)OC)=O)O)C=C1)F N-(4-((4-(tert-butyl)-3-fluorophenyl)amino)benzyl)-N-hydroxy-2-methoxy-2-methylpropanamide